FC(OC1=NC=C(C=C1C1=NN=C(N1C)C1=C(C=C(C=C1)F)F)F)F 2-(difluoromethoxy)-3-(5-(2,4-difluorophenyl)-4-methyl-4H-1,2,4-triazol-3-yl)-5-fluoropyridine